3-((4-methylpiperidin-1-yl)methyl)-1H-indole-6-carbaldehyde CC1CCN(CC1)CC1=CNC2=CC(=CC=C12)C=O